1,1'-(3,3'-ditrifluoromethoxy[1,1'-biphenyl]-4,4'-diyl)bis{7-amino-4-hydroxy-3-[(E)-diazenyl]naphthalene-2-sulfonic acid} FC(OC=1C=C(C=CC1C1=C(C(=C(C2=CC=C(C=C12)N)O)\N=N\[H])S(=O)(=O)O)C1=CC(=C(C=C1)C1=C(C(=C(C2=CC=C(C=C12)N)O)\N=N\[H])S(=O)(=O)O)OC(F)(F)F)(F)F